CN(C)C(=O)[C@H]1CC[C@@H]([C@@H](C1)N)NC(=O)C(=O)NC2=NC=C(C=C2)Cl N1-((1S,2R,4S)-2-amino-4-(dimethylcarbamoyl)cyclohexyl)-N2-(5-chloropyridin-2-yl)oxalamide